C(C)(=O)OC=1C=C(C=CC1OC(C)=O)C=CC(=O)O 3-(3,4-diacetoxyphenyl)acrylic acid